[4-(5-aminoisoxazol-3-yl)-1-piperidyl]-[2-fluoro-5-(trifluoromethoxy)phenyl]methanone NC1=CC(=NO1)C1CCN(CC1)C(=O)C1=C(C=CC(=C1)OC(F)(F)F)F